The molecule is a monocarboxylic acid amide. It has a role as an antiemetic, a sedative, a H1-receptor antagonist, a muscarinic antagonist and an antipsychotic agent. CCN(CC)C(=O)C1CN2CCC3=CC(=C(C=C3C2CC1OC(=O)C)OC)OC